C(=O)(OC(C)(C)C)NC12CCC(C1)(C2)C(=O)O 4-((Boc)amino)bicyclo[2.1.1]Hexane-1-carboxylic acid